tert-butyl (3aR,5s,6aS)-5-((acetylthio)methyl)hexahydrocyclopenta[c]pyrrole-2(1H)-carboxylate C(C)(=O)SCC1C[C@@H]2[C@@H](CN(C2)C(=O)OC(C)(C)C)C1